CC(C#C)(C)O[Si](CC)(CC)CC (3-methyl-1-butyn-3-oxy)triethylsilane